N-pentylpyrrolidinium C(CCCC)[NH+]1CCCC1